[Li+].P(=O)([O-])([O-])[O-].[Fe+2].[Ni+2] nickel-iron phosphate lithium